NCCNCCC[Si](OCCC)(OC)C N-(beta-aminoethyl)-ethyl-aminopropylmethyl-dimethoxysilane